4-(tert-butyl) 1-methyl (9-phenyl-9H-fluoren-9-yl)-L-aspartate C1(=CC=CC=C1)C1(C2=CC=CC=C2C=2C=CC=CC12)N[C@@H](CC(=O)OC(C)(C)C)C(=O)OC